(2S)-2-[(5-fluoro-1-benzothiophene-2-carbonyl)amino]-3-phenylpropanoic acid FC=1C=CC2=C(C=C(S2)C(=O)N[C@H](C(=O)O)CC2=CC=CC=C2)C1